C1OCC(C2=CC=CC=C12)CC#N 2-(Isochroman-4-yl)acetonitrile